2-(3-ethoxyphenyl)-2-Nitrocyclohexanone C(C)OC=1C=C(C=CC1)C1(C(CCCC1)=O)[N+](=O)[O-]